CC1(CN(CC1)CC(=O)NC=1C=C(C(=NC1)C)C=1N2C(SC1C=1C=NN(C1)CCOC)=C(C=N2)C(=O)N)C (5-(2-(3,3-dimethylpyrrolidin-1-yl)acetamido)-2-methylpyridin-3-yl)-2-(1-(2-methoxyethyl)-1H-pyrazol-4-yl)pyrazolo[5,1-b]thiazole-7-carboxamide